2-((2-((1r,4r)-4-hydroxycyclohexyl)-6-methoxy-2H-indazol-5-yl)carbamoyl)-6-isopropylpyridine 1-oxide OC1CCC(CC1)N1N=C2C=C(C(=CC2=C1)NC(=O)C1=[N+](C(=CC=C1)C(C)C)[O-])OC